N-(4-((4-ethylpiperazin-1-yl)methyl)-3-(tri-fluoromethyl)phenyl)-4-methyl-3-((6-(oxetan-3-ylamino)pyrimidin-4-yl)oxy)benzamide C(C)N1CCN(CC1)CC1=C(C=C(C=C1)NC(C1=CC(=C(C=C1)C)OC1=NC=NC(=C1)NC1COC1)=O)C(F)(F)F